FC=1C=C(C=CC1S(=O)(=O)C)C1=NC2=C(N1)C=C(C=C2C)C2CCN(CC2)C2CC1CCC(C2)N1CC(C)C 2-(3-fluoro-4-(methylsulfonyl)phenyl)-6-(1-(8-isobutyl-8-azabicyclo[3.2.1]oct-3-yl)piperidin-4-yl)-4-methyl-1H-benzo[d]imidazole